(8-((4-((2-(methylsulfonyl)ethyl)amino)-5-(trifluoromethyl)-7H-pyrrolo[2,3-d]pyrimidin-2-yl)amino)-2,3-dihydrobenzo[b][1,4]dioxin-5-yl)(4-(oxetan-3-yl)piperazin-1-yl)methanone CS(=O)(=O)CCNC=1C2=C(N=C(N1)NC1=CC=C(C3=C1OCCO3)C(=O)N3CCN(CC3)C3COC3)NC=C2C(F)(F)F